2-Bromo-1-[(2S)-2-(o-tolyl)pyrrolidin-1-yl]ethanone BrCC(=O)N1[C@@H](CCC1)C1=C(C=CC=C1)C